[2-(dimethylsilyl)phenyl]-1-phenylethene C[SiH](C1=C(C=CC=C1)C(=C)C1=CC=CC=C1)C